C(C1=CC=CC=C1)OC1=CC=CC(=N1)[C@]1(OC2=C([C@@H]1C)C(=C(C(=C2)F)Cl)Br)CO ((2S,3S)-2-(6-(Benzyloxy)pyridin-2-yl)-4-bromo-5-chloro-6-fluoro-3-methyl-2,3-dihydrobenzofuran-2-yl)methanol